(R)-N-ethyl-N-(5-(5,6,7,8-tetrahydro-1,8-naphthyridin-2-yl)pentyl)pyrrolidin-3-amine C(C)N([C@H]1CNCC1)CCCCCC1=NC=2NCCCC2C=C1